N-(3'-(2-aminopyrimidin-4-yl)-2-fluoro-4'-hydroxy-[1,1'-biphenyl]-4-yl)-1-(4-fluorophenyl)-2-oxo-6-(trifluoromethyl)-1,2-dihydropyridine-3-carboxamide NC1=NC=CC(=N1)C=1C=C(C=CC1O)C1=C(C=C(C=C1)NC(=O)C=1C(N(C(=CC1)C(F)(F)F)C1=CC=C(C=C1)F)=O)F